C(C)(C)(C)OC(=O)N1C(C2=CC=NC(=C2CC1)Cl)C 5-chloro-1-methyl-3,4-dihydro-1H-2,6-naphthyridine-2-carboxylic acid tert-butyl ester